oleic acid calcium [Ca].C(CCCCCCC\C=C/CCCCCCCC)(=O)O